4-((2-hydroxyethyl)sulfonylamino)-2-{spiro[2.5]oct-5-en-6-yl}benzamide OCCS(=O)(=O)NC1=CC(=C(C(=O)N)C=C1)C1=CCC2(CC2)CC1